CN(C1CC(NC(C1)(C)C)(C)C)C 4-(Dimethylamino)-2,2,6,6-tetramethylpiperidin